FC(C12CC(C1)(C2)C2CN(C2)C(=O)OC(C)(C)C)(C2=CC=C(C=C2)C(F)(F)F)F tert-butyl 3-[3-[difluoro-[4-(trifluoromethyl)phenyl]methyl]-1-bicyclo[1.1.1]pentanyl]azetidine-1-carboxylate